C(#N)C1=C(OC=2C=C3C(N(C=NC3=CC2)C2CCC3(OCCO3)CC2)=O)C(=CC=C1NS(N(C)CC)(=O)=O)F 6-[2-cyano-3-[[ethyl(methyl)sulfamoyl]amino]-6-fluoro-phenoxy]-3-(1,4-dioxaspiro[4.5]decan-8-yl)-4-oxo-quinazoline